COC1=CC=C(C=C1)C1CCN(CC1)C1=C(C(N(C2=CC=C(C=C12)C)C)=O)C#N 4-[4-(4-Methoxyphenyl)piperidin-1-yl]-1,6-dimethyl-2-oxo-1,2-dihydro-quinoline-3-carbonitrile